ClC1=C(C=CC(=C1)F)[C@@H]1[C@H](CCC(C1)(C)C)C(=O)N1CC(C2(CN(C2)C(C=C)=O)CC1)(F)F (7-((1S,2S)-2-(2-chloro-4-fluorophenyl)-4,4-dimethylcyclohexane-1-carbonyl)-5,5-difluoro-2,7-diazaspiro[3.5]nonan-2-yl)prop-2-en-1-one